N-[5-fluoro-2-(1-piperidinyl)phenyl]-4-pyridylthioamide FC=1C=CC(=C(C1)[N-]SC1=CC=NC=C1)N1CCCCC1